CC1=C(C(=CC=C1)C)NC(C(O)[C@H]1N(CC(C1)(F)F)C(=O)OC(C)(C)C)=O tert-butyl (2S)-2-(2-((2,6-dimethylphenyl)amino)-1-hydroxy-2-oxoethyl)-4,4-difluoropyrrolidine-1-carboxylate